NC1CC2(CC(C2)NC=2C=CC(=NC2C)NC(C)(C)C)C1 N5-(6-Aminospiro[3.3]heptane-2-yl)-N2-(tert-butyl)-6-methylpyridine-2,5-diamine